OC1=C(C(=O)NC)C=C(C=C1)O 2,5-dihydroxy-N-methylbenzamide